C1C2=C(C=CC=N2)OC1=O Furopyridone